5-(((2,6-dichloro-3,5-dimethoxyphenyl)amino)methyl)-1H-pyrazol ClC1=C(C(=C(C=C1OC)OC)Cl)NCC1=CC=NN1